CCCCCCCCCCCC[C@@H](C(=O)O)O The molecule is a 2-hydroxymyristic acid having 2S-configuration. It is a 2-hydroxymyristic acid and a (2S)-2-hydroxy monocarboxylic acid. It is a conjugate acid of a (2S)-2-hydroxytetradecanoate. It is an enantiomer of a (2R)-2-hydroxytetradecanoic acid.